C(C1=CC=CC=C1)OC([C@H](CCN)NC(=O)OCC1=CC=CC=C1)=O.OC1C(OCC1O)C(=O)NC1CCN(CC1)C 3,4-dihydroxy-N-(1-methylpiperidin-4-yl)oxolane-2-carboxamide (S)-benzyl-4-amino-2-(((benzyloxy)carbonyl)amino)butanoate